((((4-(2-(4-fluorophenyl)acetamido)benzyl)oxy)carbonyl)amino)propionic acid FC1=CC=C(C=C1)CC(=O)NC1=CC=C(COC(=O)NC(C(=O)O)C)C=C1